methyldichlorostannane C[SnH](Cl)Cl